C(C)O[C@H]1CC[C@@H]2N(C([C@H](C1)NC(=O)C1=CC3=C(S1)C=CC(=C3)C(F)(F)P(O)(O)=O)=O)[C@@H](CC2)C(=O)N2CC(C2)C(=O)N2CCOCC2 ((2-(((3S,6S,8S,10aR)-8-ethoxy-3-(3-(morpholine-4-carbonyl)azetidine-1-carbonyl)-5-oxodecahydropyrrolo[1,2-a]azocin-6-yl)carbamoyl)benzo[b]thiophen-5-yl)difluoromethyl)phosphonic acid